FC=1C=CC(=C(C1)NC(C)=O)C1(CCC1)O N-(5-fluoro-2-(1-hydroxycyclobutyl)phenyl)acetamide